Oxalic acid anion C(C(=O)[O-])(=O)[O-]